tert-butyl (3s)-4-(7-(6-(bis(4-methoxybenzyl)amino)-4-methylpyridin-2-yl)-6-chloro-2,8-difluoroquinazolin-4-yl)-3-methylpiperazine-1-carboxylate COC1=CC=C(CN(C2=CC(=CC(=N2)C2=C(C=C3C(=NC(=NC3=C2F)F)N2[C@H](CN(CC2)C(=O)OC(C)(C)C)C)Cl)C)CC2=CC=C(C=C2)OC)C=C1